OC=1C=C(C(=O)OCCCCCCCCCCCC)C=CC1 dodecyl 3-hydroxybenzoate